COC=1C=C2C(N(C=NC2=CC1OC)CCBr)=O 6,7-dimethoxy-3-(2-bromoethyl)quinazolin-4(3H)-one